C(C)(C)(C)NC1=C(C(=O)OC)C=CC(=N1)C methyl 2-(tert-butylamino)-6-methylnicotinate